2-(5-(2'-Fluoro-2-methyl-[1,1'-biphenyl]-3-yl)-1-oxoisoindolin-2-yl)acetamide ethyl-2-((3-(pyridin-2-yl)isoxazol-5-yl)methyl)oxazole-4-carboxylate C(C)OC(=O)C=1N=C(OC1)CC1=CC(=NO1)C1=NC=CC=C1.FC1=C(C=CC=C1)C1=C(C(=CC=C1)C=1C=C2CN(C(C2=CC1)=O)CC(=O)N)C